2,3-difluoro-N-hydroxy-4-((isobutyl(pyridin-3-ylmethyl)amino)methyl)benzamide FC1=C(C(=O)NO)C=CC(=C1F)CN(CC=1C=NC=CC1)CC(C)C